C(C1=CC=CC=C1)N(C1CCC(CC1)OCCC1C(CN(CC1)C(=O)OC(C)(C)C)(F)F)CC1=CC=CC=C1 tert-butyl 4-(2-(((1r,4r)-4-(dibenzylamino) cyclohexyl) oxy) ethyl)-3,3-difluoropiperidine-1-carboxylate